C(C1=CC=CC=C1)OC1=C(C(=C(C(=O)OC2=C(C(=C(C(=O)OCOC)C(=C2C)C)C)C)C(=C1)C)C)C methoxymethyl 4-((4-(benzyloxy)-2,3,6-trimethylbenzoyl)oxy)-2,3,5,6-tetramethylbenzoate